2,3-dimethyl-9,10-bis(n-pentyloxycarbonyloxy)anthracene CC1=CC2=C(C3=CC=CC=C3C(=C2C=C1C)OC(=O)OCCCCC)OC(=O)OCCCCC